3-[4-(Dimethylamino)phenyl]-1-(2-hydroxy-4,6-dimethoxyphenyl)prop-2-en-1-one CN(C1=CC=C(C=C1)C=CC(=O)C1=C(C=C(C=C1OC)OC)O)C